(1S,3aR,7aS)-N-((S)-3-oxo-1-((S)-2-oxopyrrolidin-3-yl)-4-(trifluoromethoxy)butan-2-yl)-2-(2-(trifluoro-methyl)thiazole-4-carbonyl)octahydro-1H-isoindole-1-carboxamide O=C([C@H](C[C@H]1C(NCC1)=O)NC(=O)[C@H]1N(C[C@@H]2CCCC[C@H]12)C(=O)C=1N=C(SC1)C(F)(F)F)COC(F)(F)F